FC(C1(NN=CC=C1)C1=CC=C(C=C1)CCO)(F)F 2-(4-(3-(trifluoromethyl)-3H-diazin-3-yl)phenyl)ethane-1-ol